tert-butyl 3-[([2-[6-oxo-5-(trifluoromethyl)-1-[[2-(trimethylsilyl)ethoxy]methyl]-1,6-dihydropyridazin-4-yl]-2,3-dihydro-1H-isoindol-1-yl]methyl)amino]propanoate O=C1C(=C(C=NN1COCC[Si](C)(C)C)N1C(C2=CC=CC=C2C1)CNCCC(=O)OC(C)(C)C)C(F)(F)F